ClCC1=CC=C(C=C1)N1C(=NC=2C1=NC(=CC2)C2=NC=NN2C)C=2C(=NC=CC2)N 3-(3-(4-(chloromethyl)phenyl)-5-(1-methyl-1H-1,2,4-triazol-5-yl)-3H-imidazo[4,5-b]pyridin-2-yl)pyridin-2-amine